(S)-1-(1-(1-((1-(4-(1-(3-amino-6-(2-hydroxyphenyl)pyridazin-4-yl)piperidin-3-yl)benzoyl)piperidin-4-yl)methyl)piperidin-4-yl)-1H-indol-4-yl)dihydropyrimidine-2,4(1H,3H)-dione NC=1N=NC(=CC1N1C[C@@H](CCC1)C1=CC=C(C(=O)N2CCC(CC2)CN2CCC(CC2)N2C=CC3=C(C=CC=C23)N2C(NC(CC2)=O)=O)C=C1)C1=C(C=CC=C1)O